CN1N=CC(=C1)C1=CC=C2C(=N1)C(=CS2)NC2=CC=NC=C2 5-(1-methyl-1H-pyrazol-4-yl)-N-(pyridin-4-yl)thieno[3,2-b]pyridin-3-amine